C1NCC2C1CC(C2)=O hexahydrocyclopenta[c]pyrrole-5(1H)-one